bromo-7-methyl-5-(oxetan-3-yl)-7H-pyrrolo[2,3-d]pyrimidin-4-amine BrC=1N=C(C2=C(N1)N(C=C2C2COC2)C)N